methyl[(piperidin-2-yl)methyl]carbamate COC(NCC1NCCCC1)=O